[Co+2].C1(=CC=CC=C1)C=1C2=CC=C(N2)C(=C2C=CC(C(=C3C=CC(=C(C=4C=CC1N4)C4=CC=CC=C4)N3)C3=CC=CC=C3)=N2)C2=CC=CC=C2 5,10,15,20-tetraphenyl-21H,23H-porphyrin cobalt (II)